C(CCC)C1(C(C(=C(C(=C1F)F)F)F)F)B(C1=C(C(=C(C(=C1F)F)F)F)F)C1=C(C(=C(C(=C1F)F)F)F)F n-butyltris(2,3,4,5,6-pentafluorophenyl)boron